2-(cyclopentadienyl)ethanol C1(C=CC=C1)CCO